C(C=C)(=O)OCC(COC(C=C)=O)C1=CC=CC=C1 2-phenyl-1,3-propandiol diacrylate